ClC1=CC=C(C(=N1)C(=O)O)NC(C)C=1C=C(C=C2C(N(C(=NC12)N1C[C@@H]2C([C@@H]2C1)OC)C)=O)C 6-Chloro-3-((1-(2-((1R,5S,6s)-6-methoxy-3-azabicyclo[3.1.0]hexan-3-yl)-3,6-dimethyl-4-oxo-3,4-dihydroquinazolin-8-yl)ethyl)amino)picolinic acid